O1CCC(=CC1)N1N=C(C(=N1)C(=O)OC)NCC1=CC=C(C=C1)OC methyl 2-(3,6-dihydro-2H-pyran-4-yl)-5-((4-methoxybenzyl)amino)-2H-1,2,3-triazole-4-carboxylate